ClC=1C=CC2=C([C@@H](C[C@@H](O2)C(=O)NC23CC(C2)(C3)C=3C=NC(=CC3)OCCCOC(F)(F)F)O)C1 (2R,4R)-6-chloro-4-hydroxy-N-(3-{6-[3-(trifluoromethoxy)propoxy]pyridin-3-yl}bicyclo[1.1.1]pentan-1-yl)-3,4-dihydro-2H-1-benzopyran-2-carboxamide